3-bromo-5-(difluoromethyl)-1-[(3S)-tetrahydrofuran-3-yl]Pyrazole-4-carboxamide BrC1=NN(C(=C1C(=O)N)C(F)F)[C@@H]1COCC1